ClC=1C=CC(=C(C1)C1=CC(=CN=N1)NC1=CC=NC2=CC(=CC=C12)OCCCN1CCN(CC1)C)F N-[6-(5-chloro-2-fluorophenyl)pyridazin-4-yl]-7-[3-(4-methylpiperazin-1-yl)prop-oxy]quinolin-4-amine